4-((2S,5R)-4-(bis(4-fluorophenyl)methyl)-2,5-dimethylpiperazin-1-yl)-6-chloro-1,3-dimethyl-1H-pyrazolo[3,4-b]pyridine FC1=CC=C(C=C1)C(N1C[C@@H](N(C[C@H]1C)C1=C2C(=NC(=C1)Cl)N(N=C2C)C)C)C2=CC=C(C=C2)F